5'-(nitrilotris(benzene-4,1-diyl))tris(thiophene-2-carbaldehyde) N(C1=CC=C(C=C1)C1=C(SC=C1)C=O)(C1=CC=C(C=C1)C1=C(SC=C1)C=O)C1=CC=C(C=C1)C1=C(SC=C1)C=O